3-phenylazetidine hydrochloride Cl.C1(=CC=CC=C1)C1CNC1